NC([C@H](C1CCC(CC1)(F)F)NC(OCC1=CC=CC=C1)=O)=O benzyl (S)-(2-amino-1-(4,4-difluorocyclohexyl)-2-oxoethyl)carbamate